3-Hexenedioate C(CC=CCC(=O)[O-])(=O)[O-]